FCC(CN(CCC(C(=O)O)NC(=O)C1(CC1)C1=CC=CC=C1)CCCCC1=NC=2NCCCC2C=C1)OC 4-[[3-fluoro-2-methoxy-propyl]-[4-(5,6,7,8-tetrahydro-1,8-naphthyridin-2-yl)butyl]amino]-2-[(1-phenylcyclopropanecarbonyl)amino]butanoic acid